(3S,4r,5R)-1-(1-(3-chloro-2-fluorophenyl)propan-2-yl)piperidine-3,4,5-triol ClC=1C(=C(C=CC1)CC(C)N1C[C@@H](C([C@@H](C1)O)O)O)F